1-Octyl-3-Methylpiperidinium triflat [O-]S(=O)(=O)C(F)(F)F.C(CCCCCCC)[NH+]1CC(CCC1)C